N-Boc-4-acetylpiperidine C(=O)(OC(C)(C)C)N1CCC(CC1)C(C)=O